Cl.N1CCC(CC1)N1CC(C1)C(=O)O Piperidin-4-yl-azetidine-3-carboxylic acid hydrochloride